C(CCCC)C1CCC(CC1)C=1C=C(C=C(C1)O)O 5-(4-Pentylcyclohexyl)benzene-1,3-diol